N-[(5-cyclopropanesulfonylpyridin-3-yl)methyl]-4-(6-ethoxypyrazin-2-yl)benzamide C1(CC1)S(=O)(=O)C=1C=C(C=NC1)CNC(C1=CC=C(C=C1)C1=NC(=CN=C1)OCC)=O